BrC=1C=CC2=C(N(C=N2)C2=NC=C(C#N)C=C2)C1F 6-(6-bromo-7-fluoro-1H-benzo[d]imidazol-1-yl)nicotinonitrile